F[C@@H]1C[C@H](NC1)C(=O)NC1=NC(=CC=C1)C(F)(F)F (2S,4R)-4-fluoro-N-(6-(trifluoromethyl)pyridin-2-yl)pyrrolidine-2-carboxamide